6-(bromomethyl)-3-chloro-2-fluoro-benzoic acid methyl ester COC(C1=C(C(=CC=C1CBr)Cl)F)=O